COC=1C=C2C(=NN(C2=C2C1C=CC=C2)C2=CC=CC=C2)C 5-methoxy-3-methyl-1-phenyl-1H-benzo[g]indazole